(5S,7S)-2-(difluoromethylsulfonyl)-7-fluoro-5-(3-fluorophenyl)-6,7-dihydro-5H-pyrrolo[1,2-b][1,2,4]triazole FC(S(=O)(=O)C=1N=C2N(N1)[C@@H](C[C@@H]2F)C2=CC(=CC=C2)F)F